tert-Butyl 3-(4-methyl-3-((1-(2-methyl-7-(2-methyloxazol-4-yl)quinolin-5-yl)cyclopropyl)carbamoyl)phenyl)-3,8-diazabicyclo[3.2.1]octane-8-carboxylate CC1=C(C=C(C=C1)N1CC2CCC(C1)N2C(=O)OC(C)(C)C)C(NC2(CC2)C2=C1C=CC(=NC1=CC(=C2)C=2N=C(OC2)C)C)=O